C(C)(C)(C)OC(=O)N1CCCC2=CC=C(N=C12)CCCCC(=O)NCC(CC(=O)OCC)NC(=O)C1CN(C1)S(=O)(=O)C1=CC(=CC(=C1)Cl)Cl 7-(5-((2-(1-(3,5-dichlorobenzenesulfonyl)azetidine-3-carboxamido)-3-ethoxycarbonylpropyl)amino)-5-oxopentyl)-3,4-dihydro-1,8-naphthyridine-1(2H)-carboxylic acid tert-butyl ester